NC1=CC=C(C=C1)C1(C(C=CC(=C1)C(C)C)C(C)C)C1=CC=C(C=C1)N 2,2-bis(4-aminophenyl)-p-diisopropylbenzene